pentadeca-5,10,12,14-Tetraene CCCCC=CCCCC=CC=CC=C